4-methyl-6-Phenylpyridine CC1=CC=NC(=C1)C1=CC=CC=C1